ethyl (R)-7-fluoro-2-(3-(3-(3-hydroxy-1-methyl-2-oxopyrrolidin-3-yl)isoxazol-5-yl)phenyl)quinazoline-4-carboxylate FC1=CC=C2C(=NC(=NC2=C1)C1=CC(=CC=C1)C1=CC(=NO1)[C@]1(C(N(CC1)C)=O)O)C(=O)OCC